C(C)C1=CC(=NC2=C1N=C(N=C2)N[C@@H]2CNC[C@H](C2)F)C2=CC(=C(C=C2)NS(=O)(=O)CC2=CC=C(C=C2)F)F N-(4-(8-ethyl-2-(((3S,5S)-5-fluoropiperidin-3-yl)amino)pyrido[3,2-d]pyrimidin-6-yl)-2-fluorophenyl)-1-(4-fluorophenyl)methanesulfonamide